ClC=1C=C(C=CC1)NC=1C=C(C=2NC3=CC=CC=C3C2C1)CCN(C)C N-(3-chlorophenyl)-1-(2-(dimethylamino)ethyl)-9H-carbazol-3-amine